CC(CCCCCC)C(=O)O Octane-2-Carboxylic acid